3-(methylthio)butan-1-ol CSC(CCO)C